3-(4-(7-bromoquinoxalin-2-yl)-1H-pyrazol-1-yl)cyclobutane-1-carbaldehyde BrC1=CC=C2N=CC(=NC2=C1)C=1C=NN(C1)C1CC(C1)C=O